(13'S)-9'-(2-chlorophenyl)-3'-methyl-13'-(morpholine-4-carbonyl)-16'-thia-2',4',5',8'-tetraazaspiro[cyclopropane-1,7'-tetracyclo[8.6.0.02,6.011,15]hexadecane] ClC1=C(C=CC=C1)C1NC2(C3NNC(N3C3SC4C[C@H](CC4C13)C(=O)N1CCOCC1)C)CC2